C1N(CC2=CC=CC=C12)CC1=C(C(=C(OCC2CCN(CC2)C(=O)NC(C)C)C=C1)OC)[N+](=O)[O-] 4-((4-(Isoindolin-2-ylmethyl)-2-methoxy-3-nitrophenoxy)methyl)-N-isopropylpiperidine-1-carboxamide